C(CCC(=O)C)(=O)[O-].C[NH+]1[C@@H](CCC1)C=1C=NC=CC1C (2S)-1-methyl-2-(4-methylpyridin-3-yl)pyrrolidin-1-ium levulinate